chloro-3-phenylquinolin ClC1=NC2=CC=CC=C2C=C1C1=CC=CC=C1